C(#N)/C(=C(\C(=O)OCC)/[O-])/CC.[K+] potassium (E)-3-cyano-1-ethoxy-1-oxopent-2-en-2-olate